ClC=1C=C(C=C(C1)Cl)C1=NC(=CC(=C1)CN1CCC(CC1)CC(=O)O)OC=1C=NC(=NC1)N1CC(NCC1)(C)C 2-(1-((2-(3,5-dichlorophenyl)-6-((2-(3,3-dimethylpiperazin-1-yl)pyrimidin-5-yl)oxy)pyridin-4-yl)methyl)piperidin-4-yl)acetic acid